N-(4-((4-(cyclopentyloxy-methyl)-4-phenethyl-piperidin-1-yl)methyl)phenyl)acetamide C1(CCCC1)OCC1(CCN(CC1)CC1=CC=C(C=C1)NC(C)=O)CCC1=CC=CC=C1